4,4',4''-tri(N-carbazolyl)triphenylamine C1=CC=C2C(=C1)C3=C(N2)C(=CC=C3)C4=CC=C(C=C4)N(C5=CC=C(C=C5)C6=CC=CC7=C6NC8=CC=CC=C78)C9=CC=C(C=C9)C1=CC=CC2=C1NC1=CC=CC=C21